C(C)(C)(C)OC(NC1=CC(=NC=C1OCCF)NC(C)=O)=O (2-Acetamido-5-(2-fluoroethoxy)pyridin-4-yl)carbamic acid tert-butyl ester